2-[4-[4-[5-(2,2-dimethylpropyl)-1,2,4-oxadiazol-3-yl]benzoyl]piperazin-1-yl]oxazolo[4,5-b]pyridine-5-carbonitrile CC(CC1=NC(=NO1)C1=CC=C(C(=O)N2CCN(CC2)C=2OC=3C(=NC(=CC3)C#N)N2)C=C1)(C)C